(S)-3-(5-(4-bromoisoquinolin-3-yl)quinolin-8-yl)-2-(2,6-dichlorobenzoylamino)propionic acid BrC1=C(N=CC2=CC=CC=C12)C1=C2C=CC=NC2=C(C=C1)C[C@@H](C(=O)O)NC(C1=C(C=CC=C1Cl)Cl)=O